trihexyl-(methoxymethyl)phosphonium C(CCCCC)[P+](COC)(CCCCCC)CCCCCC